2-(7-(diethylamino)-2-oxo-3-(6-aminosulfonylbenzothiazol-2-yl)-2H-chromen-4-yl)Benzoic acid C(C)N(C1=CC=C2C(=C(C(OC2=C1)=O)C=1SC2=C(N1)C=CC(=C2)S(=O)(=O)N)C2=C(C(=O)O)C=CC=C2)CC